(4-(Cyclopentyloxy)benzyl)-N-(4-(ethylsulfonyl)benzyl)-1H-indole-5-carboxamide C1(CCCC1)OC1=CC=C(CN2C=CC3=CC(=CC=C23)C(=O)NCC2=CC=C(C=C2)S(=O)(=O)CC)C=C1